CC1=NC=CC=C1CO (2-methylpyridin-3-yl)methanol